C(#N)CCN1C=C(C2=CC=CC=C12)C(C(=O)Cl)C(=O)Cl 2-(1-(2-cyanoethyl)-1H-indol-3-yl)malonyl chloride